3-(3,3-dimethylbutyryl)-N-(4-morpholinylbenzyl)-6-oxohexahydropyrimidine-4-carboxamide CC(CC(=O)N1CNC(CC1C(=O)NCC1=CC=C(C=C1)N1CCOCC1)=O)(C)C